NC=1SC(=CN1)C(=O)NC1=C(C=C(C(=C1)C(NC=1SC(=CN1)C)=O)F)C 2-Amino-N-[4-fluoro-2-methyl-5-[(5-methyl-1,3-thiazol-2-yl)carbamoyl]phenyl]-1,3-thiazole-5-carboxamide